N-[(1-Methyl-1H-pyrazol-4-yl)({[(2S)-1-methylpyrrolidin-2-yl]methyl})-sulfamoyl]-2-[3-(propan-2-yl)-5-(trifluoromethyl)phenyl]acetamide sodium salt [Na].CN1N=CC(=C1)N(S(=O)(=O)NC(CC1=CC(=CC(=C1)C(F)(F)F)C(C)C)=O)C[C@H]1N(CCC1)C